CC=1C=C(C=C(C1N1CCN(CC1)C)C)NC=1C(=NC2=CC=CC=C2N1)C(=O)N 3-((3,5-dimethyl-4-(4-methylpiperazin-1-yl)phenyl)amino)quinoxaline-2-carboxamide